ethyl (1S,3S,4S)-4-(1-(3-(((1r,4S)-4-ethoxycyclohexyl)methyl)-6-fluoro-2-methyl-1H-indole-1-carbonyl)-4-(4-fluorophenyl)piperidine-4-carboxamido)-3-methylcyclohexane-1-carboxylate C(C)OC1CCC(CC1)CC1=C(N(C2=CC(=CC=C12)F)C(=O)N1CCC(CC1)(C(=O)N[C@@H]1[C@H](C[C@H](CC1)C(=O)OCC)C)C1=CC=C(C=C1)F)C